IC1=NN2C(COCC2)=C1 2-iodo-6,7-dihydro-4H-pyrazolo[5,1-c][1,4]oxazine